NC=1N=CC(=NC1N1N=CN=C1)C=1C=C(C=CC1C)S(=O)(=O)NC12CCC(C1)(C2)C#N 3-(5-Amino-6-(1H-1,2,4-triazol-1-yl)pyrazin-2-yl)-N-(4-cyanobicyclo[2.1.1]hexan-1-yl)-4-methylbenzenesulfonamide